O1C=C(C=C1)C=1C(=CC2=C(NC(=N2)NC=2C=C(C(=O)NO)C=CC2)C1)C(F)(F)F 3-((6-(furan-3-yl)-5-(trifluoromethyl)-1H-benzo[d]imidazol-2-yl)amino)-N-hydroxybenzamide